pyrido[1,6-a:2,3-d']dipyrimidin-2-amine N1=C(N=CC2=C1N1C(=NC=CC1)C=C2)N